N-(trimethylsilyl)silaneamine C[Si](N[SiH3])(C)C